2-(6-methylpyridin-2-yl)-8-(1H-pyrrolo[2,3-b]pyridin-4-yl)-5,6,7,8-tetrahydropyrido[2,3-d]pyrimidine CC1=CC=CC(=N1)C=1N=CC2=C(N1)N(CCC2)C2=C1C(=NC=C2)NC=C1